C(C)OP(=O)(OCC)/C=C/CC1CCN(CCC1)C(=O)OC(C)(C)C tert-butyl (E)-4-(3-(diethoxy phosphoryl)allyl)azepane-1-carboxylate